Methyl (E)-3-methoxy-2-[2-[[3-(trifluoromethyl)pyrazin-2-yl]oxymethyl]phenyl]prop-2-enoate CO/C=C(/C(=O)OC)\C1=C(C=CC=C1)COC1=NC=CN=C1C(F)(F)F